diethylammonium (Z)-1-(N,N-diethylamino)diazen-1-ium-1,2-diolate C(C)N(CC)/[N+](=N/[O-])/[O-].C(C)[NH2+]CC